4-BUTYLPYRIMIDINE-5-BORONIC ACID C(CCC)C1=NC=NC=C1B(O)O